C(C)N(C(=O)N[C@H](C(F)(F)F)CC=C)C(C(F)(F)F)C1=NC=C(C(=C1)C=1N=C(C=2N(C1)C=CN2)OC)OC 1-ethyl-1-(2,2,2-trifluoro-1-(5-methoxy-4-(8-methoxyimidazo[1,2-a]pyrazin-6-yl)pyridin-2-yl)ethyl)-3-((S)-1,1,1-trifluoropent-4-en-2-yl)urea